2-(7-(diethylamino)-4-methyl-2-oxo-2H-chromen-3-yl)ethyl (2-(pyridin-4-yl)ethyl)carbamate N1=CC=C(C=C1)CCNC(OCCC=1C(OC2=CC(=CC=C2C1C)N(CC)CC)=O)=O